CN1N=CC(=N1)C#C[C@@H]1CN=C2N1C1=CC=C(C=C1C(N2CC=2C=NN(C2)C)=O)S(=O)(=O)NC2(CC2)C (1R)-1-[2-(2-methyl-1,2,3-triazol-4-yl)ethynyl]-N-(1-methylcyclopropyl)-4-[(1-methylpyrazol-4-yl)methyl]-5-oxo-1H,2H-imidazo[1,2-a]quinazoline-7-sulfonamide